C(CCCC)NC(C=CCCCC(=O)N)=O N1-pentylhept-2-enediamide